trans-2-[[1-(2-fluoroethyl)-4-[[4-(trifluoromethyl)phenyl]methyl]-indole-3-carbonyl]amino]spiro[3.3]heptane-6-carboxylic acid FCCN1C=C(C2=C(C=CC=C12)CC1=CC=C(C=C1)C(F)(F)F)C(=O)NC1CC2(C1)CC(C2)C(=O)O